(3R)-3-amino-7-(6-tert-butylpyridazin-4-yl)-5-[(4-chlorophenyl)methyl]-8-fluoro-1,1-dioxo-2,3-dihydro-1λ6,5-benzothiazepine-4-One N[C@H]1CS(C2=C(N(C1=O)CC1=CC=C(C=C1)Cl)C=C(C(=C2)F)C2=CN=NC(=C2)C(C)(C)C)(=O)=O